O=C[C@H](CC)NC(OCC1=CC=CC=C1)=O Benzyl (S)-(1-oxobutan-2-yl)carbamate